4-ethyl-11H-benzo[b]fluorenone C(C)C=1C=2C=3C=C4C(=CC3CC2C(CC1)=O)C=CC=C4